(2S,4R)-N-[(1R)-1-[1-(benzenesulfonyl)pyrrolo[3,2-c]pyridin-2-yl]ethyl]-1-[2-(5-bromo-1-oxo-isoindolin-2-yl)acetyl]-4-(difluoromethoxy)pyrrolidine-2-carboxamide C1(=CC=CC=C1)S(=O)(=O)N1C(=CC=2C=NC=CC21)[C@@H](C)NC(=O)[C@H]2N(C[C@@H](C2)OC(F)F)C(CN2C(C1=CC=C(C=C1C2)Br)=O)=O